N[C@H](CCO)CC (S)-3-amino-1-pentanol